3-(4-carboxymethylphenoxy)phthalonitrile C(=O)(O)CC1=CC=C(OC2=C(C(C#N)=CC=C2)C#N)C=C1